7'-(3-bromo-5-fluoro-phenoxy)-4'-methyl-sulfonyl-spiro[1,3-dioxolane-2,3'-indane]-1'-ol BrC=1C=C(OC=2C=CC(=C3C4(CC(C23)O)OCCO4)S(=O)(=O)C)C=C(C1)F